1-(1H-imidazole-1-carbothioyl)-1H-imidazole N1(C=NC=C1)C(=S)N1C=NC=C1